N-cyclohexyl-2-(2-(morpholine-4-carbonyl)-3-oxo-2H-benzo[b][1,4]thiazin-4(3H)-yl)acetamide C1(CCCCC1)NC(CN1C2=C(SC(C1=O)C(=O)N1CCOCC1)C=CC=C2)=O